N-(5-(piperazin-1-yl)pyridin-2-yl)benzamide N1(CCNCC1)C=1C=CC(=NC1)NC(C1=CC=CC=C1)=O